4-((4-(Methoxycarbonyl)phenoxy)methyl)piperidine-1-carboxylic acid tert-butyl ester C(C)(C)(C)OC(=O)N1CCC(CC1)COC1=CC=C(C=C1)C(=O)OC